CN1CC2(C1)CCNCC2 2-methyl-2,7-diazaspiro[3.5]Nonane